di-octyl-bis(2-quinolinyl)biphenyl dibromide [Br-].[Br-].C(CCCCCCC)C=1C(=C(C=CC1C1=NC2=CC=CC=C2C=C1)C1=CC=C(C=C1)C1=NC2=CC=CC=C2C=C1)CCCCCCCC